C1=CC=CC=2C3=CC=CC=C3C(C12)COC(=O)N(CCC(=O)O)C 3-[9H-fluoren-9-ylmethoxycarbonyl-(methyl)amino]propanoic acid